FC1(CCC(CC1)[C@@H](C(=O)NC=1C(=NN(C1)C(CC(F)F)C1=NN=NN1CC(F)F)F)NC(=O)C=1N(N=CC1)C(C)C)F N-[(1S)-1-(4,4-difluorocyclohexyl)-2-[[1-[1-[1-(2,2-difluoroethyl)tetrazol-5-yl]-3,3-difluoro-propyl]-3-fluoro-pyrazol-4-yl]amino]-2-oxo-ethyl]-2-isopropyl-pyrazole-3-carboxamide